tetra-aminoethanol NC(C(O)(N)N)N